5-bromo-3-methoxybenzene-1,2-dicarboxylic acid BrC1=CC(=C(C(=C1)C(=O)O)C(=O)O)OC